4-(5-{[4-(3,3-Dimethylbutanoyl)-3-hydroxy-2-methylphenoxy]methyl}pyrazin-2-yl)-2-chlorobenzoic acid CC(CC(=O)C1=C(C(=C(OCC=2N=CC(=NC2)C2=CC(=C(C(=O)O)C=C2)Cl)C=C1)C)O)(C)C